NC1=C2C(=NC=N1)N(N=C2C2=CC=C(C=C2)OC2=CC=CC=C2)C2CCN(CC2)CC2CCN(CC2)CCCC2CCN(CC2)C=2C=C1CN(C(C1=CC2)=O)C2C(NC(CC2)=O)=O 3-(5-(4-(3-(4-((4-(4-amino-3-(4-phenoxyphenyl)-1H-pyrazolo[3,4-d]pyrimidin-1-yl)piperidin-1-yl)methyl)piperidin-1-yl)propyl)piperidin-1-yl)-1-oxoisoindolin-2-yl)piperidine-2,6-dione